tert-butyl (1-((4S)-6-(4-chlorophenyl)-8-methoxy-1-methyl-4H-benzo[f][1,2,4]triazolo[4,3-a][1,4]diazepin-4-yl)-2-oxo-6,9,12,15-tetraoxa-3-azaheptadecan-17-yl)carbamate ClC1=CC=C(C=C1)C1=N[C@H](C=2N(C3=C1C=C(C=C3)OC)C(=NN2)C)CC(NCCOCCOCCOCCOCCNC(OC(C)(C)C)=O)=O